ClC=1C(=CC(=NC1)OC)C1=CC(=NN1)C(=O)N1CCC(CC1)C(=O)O 1-[5-(5-chloro-2-methoxypyridin-4-yl)-1H-pyrazole-3-carbonyl]piperidine-4-carboxylic acid